5-methoxyhexahydro-4,7-methanoindene-1-carbaldehyde COC1C2C3CCC(C3=C(C1)C2)C=O